trilauryl-phosphine C(CCCCCCCCCCC)P(CCCCCCCCCCCC)CCCCCCCCCCCC